SC=1C2=C(N=CN1)N(C=C2CCCO)COCC[Si](C)(C)C 3-(4-mercapto-7-{[2-(trimethylsilyl)ethoxy]methyl}-7H-pyrrolo[2,3-d]pyrimidin-5-yl)propan-1-ol